C(C)(=O)C=1C=NC(=CC1)N1CCCCC1 3-acetyl-6-piperidin-1-ylpyridine